ClC1=CC=C(C(=O)C=2C(=NC(=C(C2)C)C)C(=O)O)C=C1 3-(4-chlorobenzoyl)-5,6-dimethylpicolinic acid